9'-(sulfonylbis(4,1-phenylene))bis(3,6-dimethoxy-9H-carbazole) S(=O)(=O)(C1=CC=C(C=C1)C1=CC(=CC=2C3=CC(=CC=C3NC12)OC)OC)C1=CC=C(C=C1)C1=CC(=CC=2C3=CC(=CC=C3NC12)OC)OC